5,7,8,15-Tetrahydro-3,4-dimethoxy-6-methylbenzo[e][1,3]dioxolo[4,5-k][3]benzazecin-14(6H)-one COC=1C=CC2=C(CN(CCC3=C(C(C2)=O)C=C2C(=C3)OCO2)C)C1OC